CN([P@@](OCC)(=O)C#N)C |r| (RS)-ethyl N,N-dimethyl-phosphoramidocyanidate